tert-butyl N-[2-fluoro-4-[3-[[(4S)-8-chlorochroman-4-yl] carbamoyl amino]pyrazol-1-yl]phenyl]-N-methylcarbamate FC1=C(C=CC(=C1)N1N=C(C=C1)NC(N[C@H]1CCOC2=C(C=CC=C12)Cl)=O)N(C(OC(C)(C)C)=O)C